CNC(=O)C(=O)NCCCCC1=C(C=CC=C1)CCCOCC(=O)O 2-[3-(2-{4-[(Methylcarbamoyl)formamido]butyl}phenyl)propoxy]acetic acid